N-hexadecyl-2-ethyl-3-tert-butylcarbonyloxy-pyridin-4-one C(CCCCCCCCCCCCCCC)N1C(=C(C(C=C1)=O)OC(=O)C(C)(C)C)CC